C(=O)(O)C[N+](C)(C)CCCCCCCCCCCCCC N-(carboxymethyl)-N,N-dimethyl-1-tetradecylammonium